(R)-(1,3-Dimethylazetidin-3-yl)(4-isopropylphenyl)(5-((piperidin-4-yloxy)methyl)pyridin-3-yl)methanol, hydrochloride Cl.CN1CC(C1)(C)[C@@](O)(C=1C=NC=C(C1)COC1CCNCC1)C1=CC=C(C=C1)C(C)C